4-{1-[(6-cyclopropyl-2-pyridinyl)methyl]-1H-1,2,3-triazol-4-yl}-6-(2,3-difluorophenyl)-2-pyrimidinylamine C1(CC1)C1=CC=CC(=N1)CN1N=NC(=C1)C1=NC(=NC(=C1)C1=C(C(=CC=C1)F)F)N